(S)-5-benzyl-N-(5-methyl-4-oxo-7-(1-oxa-8-azaspiro[4.5]decan-8-yl)-2,3,4,5-tetrahydrobenzo[b][1,4]oxazepin-3-yl)-1H-1,2,4-triazole-3-carboxamide C(C1=CC=CC=C1)C1=NC(=NN1)C(=O)N[C@@H]1C(N(C2=C(OC1)C=CC(=C2)N2CCC1(CCCO1)CC2)C)=O